C(C1=CC=CC=C1)N(C(O)=O)C1=CC(=NN1C(C)(C)C)C1CCC(CC1)O.OC1=C(CN[C@H]2C(O)O[C@@H]([C@H]([C@@H]2O)O)CO)C=CC=C1 2-deoxy-2-[(2-hydroxybenzyl)amino]-D-glucopyranose benzyl-(1-(tert-butyl)-3-((1s,4s)-4-hydroxycyclohexyl)-1H-pyrazol-5-yl)carbamate